(R)-1-(3-(3-chloro-4-(6-(1-methylcyclopropoxy)-9-((5-methylthiazol-2-yl)methyl)-9H-purin-8-yl)phenoxy)propyl)pyrrolidin-3-ol ClC=1C=C(OCCCN2C[C@@H](CC2)O)C=CC1C=1N(C2=NC=NC(=C2N1)OC1(CC1)C)CC=1SC(=CN1)C